N1C(NC(NC1)=O)=O 1,3,5-triazinane-2,4-dione